C(C)(=O)OC1O[C@@H](C[C@H]1OC(C)=O)[C@H](C)OC(C)=O (3R,5S)-5-((S)-1-Acetoxyethyl)tetrahydrofuran-2,3-diyl diacetate